N-methyl-2-phenoxyethan-amine CNCCOC1=CC=CC=C1